FC([C@@H](O)[C@H]1[C@@H]2CCN([C@H]([C@H]2CCC1)C)C(CC1=C(C(=NC=C1Cl)C(=C)OCC)Cl)=O)F 1-[(1S,4aR,5R,8aS)-5-[(1S)-2,2-difluoro-1-hydroxy-ethyl]-1-methyl-3,4,4a,5,6,7,8,8a-octahydro-1H-isoquinolin-2-yl]-2-[3,5-dichloro-2-(1-ethoxyvinyl)-4-pyridyl]ethanone